3-(6-chloroimidazo[1,2-b]pyridazin-8-yl)-1H-indole-1-carboxylic acid tert-butyl ester C(C)(C)(C)OC(=O)N1C=C(C2=CC=CC=C12)C=1C=2N(N=C(C1)Cl)C=CN2